1-(2-methylbenzyl)piperidin-4-ylamine CC1=C(CN2CCC(CC2)N)C=CC=C1